(S)-3-(6-(5-chloro-2-(((1S,3R,4S,5R)-4-hydroxy-6,8-dioxabicyclo[3.2.1]octan-3-yl)amino)pyrimidin-4-yl)-4-fluoro-1-isopropyl-1H-benzo[d]imidazol-2-yl)-4-isopropyloxazolidin-2-one ClC=1C(=NC(=NC1)N[C@@H]1C[C@H]2CO[C@@H]([C@H]1O)O2)C=2C=C(C1=C(N(C(=N1)N1C(OC[C@@H]1C(C)C)=O)C(C)C)C2)F